(S)-1-(4-(7H-pyrrolo[2,3-d]pyrimidin-4-yl)piperazin-1-yl)-2-(4-chlorophenyl)-2-((R)-2-azaspiro[4.4]non-1-yl)ethan-1-one N1=CN=C(C2=C1NC=C2)N2CCN(CC2)C([C@H]([C@H]2NCCC21CCCC1)C1=CC=C(C=C1)Cl)=O